C(CCCC)OC1=NC=CC2=CC(=CC=C12)NC(C=C)=O N-(1-(pentyloxy)isoquinolin-6-yl)acrylamide